CCCC([C@@H](C(=O)O)N)O L-BETA-HYDROXYNORLEUCINE